C(C)(C)(C)OC(=O)N[C@@H]1[C@@H](OCC12CCN(CC2)C=2C(=NC(=C(C2)OCC2=CC=C(C=C2)OC)C2=C(C(=CC=C2)Cl)Cl)C(=O)OC)C methyl 3-[(3S,4S)-4-(tert-butoxycarbonylamino)-3-methyl-2-oxa-8-azaspiro[4.5]decan-8-yl]-6-(2,3-dichlorophenyl)-5-[(4-methoxyphenyl)methoxy]pyridine-2-carboxylate